BrC=1C=NC=C(C1CCCO)Br 3-(3,5-Dibromopyridin-4-yl)propan-1-ol